Bismuth-bismuth oxychloride Cl[Bi]=O.[Bi]